F[C@@H]1[C@H]2CC[C@@H](C[C@@H]1OC1=CC=C(N=N1)C1=C(C=C(C=C1)N1C=NC=C1)O)N2 2-(6-(((1R,2R,3S,5S)-2-fluoro-8-azabicyclo[3.2.1]octan-3-yl)oxy)pyridazin-3-yl)-5-(1H-imidazol-1-yl)phenol